BrC1=NC=C(C(=C1)N1N=CC=2C(N(CCC21)C(=O)OC(C)(C)C)=O)C tert-butyl 1-(2-bromo-5-methylpyridin-4-yl)-4-oxo-1,4,6,7-tetrahydro-5H-pyrazolo[4,3-c]pyridine-5-carboxylate